C(#C)C1=C(OC=C1)CN(CCCC)C N-((3-ethynylfuran-2-yl)methyl)-N-methylbutan-1-amine